2-[2-[(6R)-2-bromo-4,5,6,7-tetrahydropyrazolo[1,5-a]pyrazin-6-yl]ethoxy]ethoxy-tert-butyl-diphenyl-silane BrC1=NN2C(CN[C@@H](C2)CCOCCO[Si](C2=CC=CC=C2)(C2=CC=CC=C2)C(C)(C)C)=C1